3-({[(3S)-1-(6-aminopyridin-3-yl)piperidin-3-yl][(2-methylpyridin-4-yl)methyl]amino}methyl)-1-(propan-2-yl)-1,4-dihydroquinolin-4-one NC1=CC=C(C=N1)N1C[C@H](CCC1)N(CC1=CC(=NC=C1)C)CC1=CN(C2=CC=CC=C2C1=O)C(C)C